N,N-dipropylprop-2-yn-1-amine C(CC)N(CC#C)CCC